BrC1=CC=C(C=C1)OCC(CN1CCN(CC1)CC=1NC2=CC=CC=C2C1)O 3-[(4-bromophenyl)oxy]-1-[4-(1H-indol-2-ylmethyl)piperazin-1-yl]propan-2-ol